N1(CCOCC1)CCOC1=CC=C(C2=CC=CC=C12)NC(N)=O 3-(4-(2-morpholine-4-yl-ethoxy)naphthaline-1-yl)urea